5-(4-methoxyphenyl)-7-hydroxypyrazolo[1,5-a]pyrimidine COC1=CC=C(C=C1)C1=NC=2N(C(=C1)O)N=CC2